cyclopentacyclooctan-8-one C1C=CC2=C1CC(CCCC2)=O